Dimethyl-2-(3-chloro-5-(trifluoromethyl)pyridine-2-yl)malonate COC(C(C(=O)OC)C1=NC=C(C=C1Cl)C(F)(F)F)=O